C(CC1=CC=CC=C1)NC(=O)C12CC3(CC(CC(C1)C3)C2)C2=CC=C(C=C2)Cl 3-(4-Chloro-phenyl)-adamantane-1-carboxylic acid phenethyl-amide